(4-(trifluoromethyl)phenyl)benzo[d]oxazole-2-thiol FC(C1=CC=C(C=C1)C1=CC=CC2=C1N=C(O2)S)(F)F